FC=1C=C(CC=2C=C3C(=NNC3=CC2)NC(C2=C(C=C(C=C2)N2CCN(CC2)CCCOC2=CC=CC=3N(C=NC32)C3C(NC(CC3)=O)=O)NC3CCOCC3)=O)C=C(C1)F N-(5-(3,5-difluorobenzyl)-1H-indazol-3-yl)-4-(4-(3-((1-(2,6-dioxopiperidin-3-yl)-1H-benzo[d]imidazol-4-yl)oxy)propyl)piperazin-1-yl)-2-((tetrahydro-2H-pyran-4-yl)amino)benzamide